NC1=NC=C(C(=C1)OC=1C(=NC(=NC1)N)N)C(C)C 5-((2-amino-5-isopropylpyridin-4-yl)oxy)pyrimidine-2,4-diamine